3-(2,5-dimethyl-1H-pyrrol-1-yl)-1-(2,4,6-trimethylphenyl)-1H-pyrazole CC=1N(C(=CC1)C)C1=NN(C=C1)C1=C(C=C(C=C1C)C)C